tert-butyl (2R,6S)-4-{2-[6-(methoxymethoxy)-2,7-dimethylindazol-5-yl]-4-(methylcarbamoyl)pyrido[3,2-d]pyrimidin-6-yl}-2,6-dimethylpiperazine-1-carboxylate COCOC=1C(=CC2=CN(N=C2C1C)C)C=1N=C(C2=C(N1)C=CC(=N2)N2C[C@H](N([C@H](C2)C)C(=O)OC(C)(C)C)C)C(NC)=O